COC=1C=C(C=CC1OCCC1CCOCC1)/C=C/C(=O)O (E)-3-(3-methoxy-4-(2-(tetrahydro-2H-pyran-4-yl)ethoxy)phenyl)acrylic acid